6-methoxy-3-(thiophen-2-yl)-3,4-dihydroacridine-1,9(2H,10H)-dione COC=1C=C2NC=3CC(CC(C3C(C2=CC1)=O)=O)C=1SC=CC1